C(C)N(CC)[SiH2]C=C(COCC)COCC (diethylamino)di(ethoxymethyl)vinylsilane